2-(6-(cyclopropanesulfonylamino)pyridin-2-yl)-N-(4-(5-fluoropyridin-3-yl)phenyl)-2-methylpropanamide C1(CC1)S(=O)(=O)NC1=CC=CC(=N1)C(C(=O)NC1=CC=C(C=C1)C=1C=NC=C(C1)F)(C)C